C(C)(C)(C)OC(=O)N1C[C@H]([C@@H](C1)C1=CC=CC=C1)C(NC1CCN(CC1)C1=CC=CC=C1)=O (3S,4R)-3-[(1-phenylpiperidin-4-yl)carbamoyl]-4-phenylpyrrolidine-1-carboxylic acid tert-butyl ester